5-[(4S,9aR)-8-[5-[2-[(3S,4S)-3-amino-4-methoxy-pyrrolidin-1-yl]ethyl]-2-pyridyl]-4-methyl-3,4,6,7,9,9a-hexahydro-1H-pyrazino[1,2-a]pyrazin-2-yl]-2-deuterio-quinoline-8-carbonitrile N[C@H]1CN(C[C@@H]1OC)CCC=1C=CC(=NC1)N1C[C@@H]2N([C@H](CN(C2)C2=C3C=CC(=NC3=C(C=C2)C#N)[2H])C)CC1